CC1(OC2=CC(=C3C(=C2C2=C1C=CC(=C2)C)OC(OC3=O)(C3=CC=CC=C3)CC(C)=O)CCCCC)C 8,8,11-trimethyl-2-(2-oxopropyl)-5-pentyl-2-phenyl-4H,8H-benzo[c][1,3]dioxino[4,5-f]chromen-4-one